BrC1=CC=2CCC2C=C1 3-Bromobicyclo[4.2.0]octa-1(6),2,4-triene